CC(C)C1=CN=C(N1)C1=CC=CC(=N1)N1CCNCCC1 1-{6-[5-(Propan-2-yl)-1H-imidazol-2-yl]pyridin-2-yl}-1,4-diazepane